C(#N)C1C2(CN(C2)C(=O)OC(C)(C)C)CC1 tert-butyl 5-cyano-2-azaspiro[3.3]heptane-2-carboxylate